(6aR,12bS)-(+)-N-methyl-4-ethyl-10,11-dihydroxy-5,6,6a,7,8,12b-hexahydrobenzo[a]phenanthridine CN1[C@@H]2CCC3=C([C@H]2C=2C=CC=C(C2C1)CC)C=C(C(=C3)O)O